BrC1=CC=C(C2=C1CC(O2)C)Cl 4-bromo-7-chloro-2-methyl-2,3-dihydrobenzofuran